C(C)(C)(C)C1(C(N(CCN1C(=O)O)C(=O)O)(C(C)O)C(C)(C)C)C bis(tert-butyl)2-(1-hydroxyethyl)-3-methylpiperazine-1,4-dicarboxylic acid